6,8-dichloropyrido[3,2-d]pyrimidin-4-ol ClC=1C=C(C=2N=CN=C(C2N1)O)Cl